FC(C(=O)O)(F)F.ClC1=CC=C(C=C1)[C@H]([C@@H]1[C@H]([C@H]([C@@H](O1)N1C=2NC=NC(C2N=C1)=NO)O)O)O 9-[(2R,3R,4S,5R)-5-[(R)-(4-chlorophenyl)-hydroxy-methyl]-3,4-dihydroxy-tetrahydrofuran-2-yl]-3H-purin-6-one oxime trifluoroacetic acid salt